(1-naphthyl)-acetaldehyde C1(=CC=CC2=CC=CC=C12)CC=O